Cl.Cl.C[C@@H]1N(C2=CC=CC=C2[C@@H](C1)NC1CCNCC1)C(CC)=O 1-((2S,4R)-2-methyl-4-(piperidin-4-ylamino)-3,4-dihydroquinolin-1(2H)-yl)propan-1-one dihydrochloride